2-(3-fluoro-2-methylphenyl)-2-oxoacetic acid ethyl ester C(C)OC(C(=O)C1=C(C(=CC=C1)F)C)=O